ClC1=CC=NC2=CC=C(C=C12)C1=C(C=C(CN2CCC(CC2)(O)C)C=C1)F 1-(4-(4-chloroquinolin-6-yl)-3-fluorobenzyl)-4-methylpiperidin-4-ol